Methyl-1,3-Dihydro-2,3'-Biindol-2'(1'h)-One CN1C(CC2=CC=CC=C12)=C1C(NC2=CC=CC=C12)=O